4-((1-(2-(4,4-dimethylpiperidin-1-yl)-3,6-dimethyl-4-oxo-3,4-dihydroquinazolin-8-yl)ethyl)amino)-1-methyl-2-oxo-1,2-dihydropyridine-3-carboxylic acid CC1(CCN(CC1)C1=NC2=C(C=C(C=C2C(N1C)=O)C)C(C)NC1=C(C(N(C=C1)C)=O)C(=O)O)C